C(C1=CC=CC=C1)N1N=NC(=C1)CCCCC 1-benzyl-4-n-pentyl-1,2,3-triazole